C1=CC(C=2CCC3CCCCC3C21)=O cyclopentadecalin-3-one